CC1=CC=C(CN2N=C(CC(C2=O)C(F)(F)F)C2=NC=CC=C2)C=C1 2-(4-methylbenzyl)-6-(pyridin-2-yl)-4-(trifluoromethyl)-4,5-dihydropyridazin-3(2H)-one